tert-butyl N-[3-(5-methoxy-1,3-benzothiazol-6-yl)-1-[[2-(trimethylsilyl)ethoxy]methyl]pyrrolo[2,3-b]pyridin-6-yl]carbamate COC=1C(=CC2=C(N=CS2)C1)C1=CN(C2=NC(=CC=C21)NC(OC(C)(C)C)=O)COCC[Si](C)(C)C